ethyl (2,4-dimethyl-1,3-dioxolan-2-yl)acetate CC1(OCC(O1)C)CC(=O)OCC